(1R)-3-amino-1-[3-(cyclohexylmethoxy)phenyl]propan-1-ol NCC[C@@H](O)C1=CC(=CC=C1)OCC1CCCCC1